ClC=1C(=NC(=NC1)NC1CCOCC1)C1=CC=C2CN(C(C2=C1)=O)CC(=O)NC(C)C1=NC=CC=C1C 2-(6-{5-chloro-2-[(oxan-4-yl)amino]pyrimidin-4-yl}-1-oxo-2,3-dihydro-1H-isoindol-2-yl)-N-[1-(3-methylpyridin-2-yl)ethyl]acetamide